C[C@H]1CN(C(C=2N1N=CC2C=2C=CC=1N(C2)C(=CN1)C)=O)C1=CC=C(C=C1)C(F)(F)F (7S)-7-methyl-3-(3-methylimidazo[1,2-a]pyridin-6-yl)-5-[4-(trifluoromethyl)phenyl]-6,7-dihydropyrazolo[1,5-a]pyrazin-4(5H)-one